1,1-cyclobutanedicarboxylic acid, 1-ethyl ester C1(CCC1)(C(=O)OCC)C(=O)[O-]